N[C@@H](CCCCCC(=O)C=1OC=CN1)C=1NC(=CN1)C1=C(C=C(C=C1)S(=O)(=O)C)F (7S)-7-amino-7-{5-[2-fluoro-4-(methylsulfonyl)phenyl]-1H-imidazol-2-yl}-1-(1,3-oxazol-2-yl)heptan-1-one